ClC=1C=C(C(=NC1O[C@H]1CCC2=C(C=CC=C12)C1=C(C(=CC=C1)OC)Cl)OC)CNCN1C(CCC1)=O ((((5-chloro-6-(((S)-4-(2-chloro-3-methoxyphenyl)-2,3-dihydro-1H-inden-1-yl)oxy)-2-methoxypyridin-3-yl)methyl)amino)methyl)pyrrolidin-2-one